Ethyl 3-[2-cyano-5-(2,2-difluoro-[1,3]dioxolo[4,5-b]pyridin-6-yl)phenyl]-5-methyl-4H-isoxazole-5-carboxylate C(#N)C1=C(C=C(C=C1)C=1C=C2C(=NC1)OC(O2)(F)F)C2=NOC(C2)(C(=O)OCC)C